C1(=CC=CC=C1)C=CC(S)=O 3-phenylprop-2-enethioic S-acid